2,4,8,10-Tetraoxa-3,9-dithiaspiro[5.5]undecane C1OSOCC12COSOC2